CO[C@@H]1O[C@@H]([C@@H]2[C@H]1OC(O2)(C)C)/C=C/CP(OCC)(OCC)=O diethyl ((E)-3-((3aR,4R,6R,6aR)-6-methoxy-2,2-dimethyltetrahydrofuro[3,4-d][1,3]dioxol-4-yl)allyl)phosphonate